O=C(CCN1CCN(CC1)C(=O)OC(C)(C)C)C1=CC=CC=C1 tert-butyl 4-(3-oxo-3-phenylpropyl)piperazine-1-carboxylate